6-[4-[3-(4-oxo-3H-pyrido[3,2-d]pyrimidin-2-yl)propionyl]piperazin-1-yl]pyridine-3-carbonitrile O=C1C2=C(N=C(N1)CCC(=O)N1CCN(CC1)C1=CC=C(C=N1)C#N)C=CC=N2